FC1=C(N=CC2=C1N=C(N=C2N2CCC(CC2)(O)CO)OCC21CCCN1CCC2)C2=CC(=CC1=CC=CC=C21)O 1-(8-fluoro-7-(3-hydroxynaphthalen-1-yl)-2-((tetrahydro-1H-pyrrolizin-7a(5H)-yl)methoxy)pyrido[4,3-d]pyrimidin-4-yl)-4-(hydroxymethyl)piperidin-4-ol